O\N=C\1/C(C=2N(CC1)N=C(C2)COC)=O (Z)-5-(hydroxyimino)-2-(methoxymethyl)-6,7-dihydropyrazolo[1,5-a]pyridin-4(5H)-one